COC=1C=C2CCC(C2=CC1OC)=O 5,6-dimethoxy-1-indanone